3-(3-((1-Aminocyclopentyl)methoxy)-4-cyano-5-(methylthio)phenyl)-7-methoxyimidazo[1,2-a]pyridine-5-carbonitrile NC1(CCCC1)COC=1C=C(C=C(C1C#N)SC)C1=CN=C2N1C(=CC(=C2)OC)C#N